6-[4-[acetyl-(cyclopropylmethyl)amino]-3-methyl-phenyl]-N-[(2,6-dimethyl-3-pyridyl)methyl]pyridine-3-carboxamide C(C)(=O)N(C1=C(C=C(C=C1)C1=CC=C(C=N1)C(=O)NCC=1C(=NC(=CC1)C)C)C)CC1CC1